OC1=CC=C(C=C1)C=1NC=CN1 2-(p-hydroxyphenyl)imidazole